2-allyl-6-((1-isopropyl-1H-benzo[d]imidazol-5-yl)amino)-1-(6-(piperidin-4-yloxy)pyridin-2-yl)-1,2-dihydro-3H-pyrazolo[3,4-d]pyrimidin-3-one C(C=C)N1N(C2=NC(=NC=C2C1=O)NC1=CC2=C(N(C=N2)C(C)C)C=C1)C1=NC(=CC=C1)OC1CCNCC1